ethane-1,2-diyl bis(1,3-dioxo-1,3-dihydroisobenzofuran-5-carboxylate) O=C1OC(C2=CC(=CC=C12)C(=O)OCCOC(=O)C=1C=C2C(OC(C2=CC1)=O)=O)=O